[6-(3-cyclopropyl-1H-pyrazol-5-yl)-2-azaspiro[3.3]heptan-2-yl]-[6-[[3-(trifluoromethyl)-1,2,4-triazol-1-yl]methyl]-2-azaspiro[3.3]heptan-2-yl]methanone C1(CC1)C1=NNC(=C1)C1CC2(CN(C2)C(=O)N2CC3(C2)CC(C3)CN3N=C(N=C3)C(F)(F)F)C1